2-[2-[(1R)-2-[4-[5-[tert-butyl(dimethyl)silyl]oxy-1-tetrahydropyran-2-yl-indazol-3-yl]pyrazol-1-yl]-1-methyl-ethoxy]ethoxy]ethyl methanesulfonate CS(=O)(=O)OCCOCCO[C@@H](CN1N=CC(=C1)C1=NN(C2=CC=C(C=C12)O[Si](C)(C)C(C)(C)C)C1OCCCC1)C